(S)-(5-(3,3-difluorocyclobutyl)-1,3,4-oxadiazol-2-yl)(4-(4-methylpyrazolo[1,5-a]pyridin-2-yl)-6,7-dihydro-1H-imidazo[4,5-c]pyridin-5(4H)-yl)methanone FC1(CC(C1)C1=NN=C(O1)C(=O)N1[C@@H](C2=C(CC1)NC=N2)C2=NN1C(C(=CC=C1)C)=C2)F